C(C)(C)(C)C1N(CCC[C@H]1N1CC(C1)N1N=CC(=C1C)Br)C(=O)O.CC(CO)CCCO 2-methyl-1,5-pentanediol tert-Butyl-(3R)-3-[3-(4-bromo-5-methylpyrazol-1-yl)azetidin-1-yl]piperidine-1-carboxylate